FC(COC(OCC(C(F)(F)F)(F)F)OCC(C(F)(F)F)(F)F)(C(F)(F)F)F tris(2,2,3,3,3-pentafluoropropyl)orthoformate